2-hydroxypropane-1,3-diylbis(2-(4-methylcyclohexyl) acetate) OC(CC(C(=O)[O-])C1CCC(CC1)C)CC(C(=O)[O-])C1CCC(CC1)C